O1C=C(C2=C1C=CC=C2)C[C@H](NS(=O)(=O)CC2=C(C=C(C=C2)C)[N+](=O)[O-])B(O)O (R)-2-(benzofuran-3-yl)-1-((4-methyl-2-nitrophenyl)methylsulfonylamino)ethylboronic acid